C(=O)(C(=C)C)OOCCOP(=O)(OCCOOC(=O)C(=C)C)[O-] bis-(2-methacryloxyloxyethyl)phosphate